methanesulfonic acid-hydrate O.CS(=O)(=O)O